(S)-3-bromo-6-(3-methoxypyrrolidin-1-yl)imidazo[1,2-b]pyridazine BrC1=CN=C2N1N=C(C=C2)N2C[C@H](CC2)OC